1-(3,4-dimethyl-2-phenyl-2H-pyrazolo[3,4-d]pyridazin-7-yl)-N-(2-(4-ethylpiperazin-1-yl)ethyl)piperidine-4-carboxamide CC=1N(N=C2C(=NN=C(C21)C)N2CCC(CC2)C(=O)NCCN2CCN(CC2)CC)C2=CC=CC=C2